2'-chloro-N-(6-(1,4-dimethyl-1H-1,2,3-triazol-5-yl)-7-methoxythiazolo[4,5-c]pyridin-2-yl)-5'-methoxy-6-methyl-[4,4'-bipyridine]-3-carboxamide ClC1=NC=C(C(=C1)C1=C(C=NC(=C1)C)C(=O)NC=1SC2=C(C=NC(=C2OC)C2=C(N=NN2C)C)N1)OC